FC1(CC(C1)(O)CC(=O)N[C@@H](COC(F)F)C1=CC(=CC=C1)OC(F)(F)F)F (R)-2-(3,3-difluoro-1-hydroxycyclobutyl)-N-(2-(difluoromethoxy)-1-(3-(trifluoromethoxy)phenyl)ethyl)acetamide